ClC=1C(=C2C(=NC1N1CC3(CN(C3)C(C=C)=O)CC1)CC(OC2)(C)C)C=2C(=C(C=C1C=NN(C21)C)Cl)C (M)-1-(6-(3-chloro-4-(5-chloro-1,6-dimethyl-1H-indazol-7-yl)-7,7-dimethyl-7,8-dihydro-5H-pyrano[4,3-b]pyridin-2-yl)-2,6-diazaspiro[3.4]octan-2-yl)-2-propen-1-one